3-[7-(2-methoxy-4,6-dimethyl-phenyl)-1,8-naphthyridin-2-yl]piperidin-3-ol COC1=C(C(=CC(=C1)C)C)C1=CC=C2C=CC(=NC2=N1)C1(CNCCC1)O